COCCO[C@@H]1CC[C@H](CC1)NC1=NN2C(C=N1)=C(C=C2)C2=NC1=CC=CN=C1C=C2 N-(trans-4-(2-methoxyethoxy)cyclohexyl)-5-(1,5-naphthyridin-2-yl)pyrrolo[2,1-f][1,2,4]triazin-2-amine